C(C)(C)C1=C(NC2=CC=C(C=C12)C1CCN(CC1)C([C@@H](NC)C)=O)C=1C=C(C(N(C1)C)=O)C 5-(3-isopropyl-5-(1-(methyl-L-alanyl)piperidin-4-yl)-1H-indol-2-yl)-1,3-dimethylpyridin-2(1H)-one